6-(difluoromethyl)-4-[3-(5-fluoro-3-pyridinyl)-1-methyl-pyrazol-4-yl]-1H-pyrazolo[3,4-b]Pyridine FC(C1=CC(=C2C(=N1)NN=C2)C=2C(=NN(C2)C)C=2C=NC=C(C2)F)F